(acrylamidopropyl)trimethylammonium C(C=C)(=O)NCCC[N+](C)(C)C